O[C@H](CNC(=O)[C@@H]1C[C@@H]2[C@H](C(OC3=CC(=CC(=C23)O)C(C)(CCCCCC)C)(C)C)CC1)CO (6aR,9S,10aR)-N-((R)-2,3-dihydroxypropyl)-1-hydroxy-6,6-dimethyl-3-(2-methyloctan-2-yl)-6a,7,8,9,10,10a-hexahydro-6H-benzo[c]chromene-9-carboxamide